5-bromo-2-{[(tert-butyldimethylsilyl)oxy]methyl}pyridine tert-butyl-4-(p-tolylsulfonyloxy)piperidine-1-carboxylate C(C)(C)(C)OC(=O)N1CCC(CC1)OS(=O)(=O)C1=CC=C(C=C1)C.BrC=1C=CC(=NC1)CO[Si](C)(C)C(C)(C)C